OC(C#CC=1C2=C(C(N(C1)C)=O)NC(=C2C(=O)OCC(C)C)C)(C)C isobutyl 4-(3-hydroxy-3-methyl-but-1-ynyl)-2,6-dimethyl-7-oxo-1H-pyrrolo[2,3-c]pyridine-3-carboxylate